1-[4-(4-Hydroxycyclohexyl)phenyl]-3-phenylprop-2-en-1-one OC1CCC(CC1)C1=CC=C(C=C1)C(C=CC1=CC=CC=C1)=O